(2S)-3-cyclobutyloxy-2-[9H-fluoren-9-yl-methoxycarbonyl-(methyl)amino]propanoic acid C1(CCC1)OC[C@@H](C(=O)O)N(C)C(=O)OCC1C2=CC=CC=C2C=2C=CC=CC12